N1(CCCC1)C1=NC=CC(=C1)C 2-pyrrolidinyl-4-methylpyridine